(2S)-N-(4-(cyclopropylamino)-3-hydroxy-4-oxo-1-((S)-2-oxopyrrolidin-3-yl)butan-2-yl)-2-((E)-3-(2,4-dichlorophenyl)acrylamido)-4,4-dimethylpentanamide C1(CC1)NC(C(C(C[C@H]1C(NCC1)=O)NC([C@H](CC(C)(C)C)NC(\C=C\C1=C(C=C(C=C1)Cl)Cl)=O)=O)O)=O